COC(C1=C(C=C(C(=C1)OCCCNC(C1=CC=CC=C1)=O)OC)N)=O 2-amino-5-(3-Benzamidopropoxy)-4-methoxybenzoic acid methyl ester